methyl 6-((4-methoxybenzyl)amino)-8-methyl-1,5-naphthyridine-3-carboxylate COC1=CC=C(CNC=2N=C3C=C(C=NC3=C(C2)C)C(=O)OC)C=C1